CC(=O)[C@@H](C1=CC=CC=C1)O (R)-phenylacetylcarbinol